FC=1C=2N(C=C(C1)NC(=O)C1=CC=C(C3=CN(N=C13)C)N1C[C@@H](CC1)NC1(CC1)CF)C=C(N2)C N-{8-fluoro-2-methylimidazo[1,2-a]pyridin-6-yl}-4-[(3R)-3-{[1-(fluoromethyl)cyclopropyl]amino}pyrrolidin-1-yl]-2-methylindazole-7-carboxamide